N-pentyl-4-bromobenzenesulfonamide C(CCCC)NS(=O)(=O)C1=CC=C(C=C1)Br